NC([C@H](CCC(=O)OC(C)(C)C)N1C(C2=C(C=C3C(=C2C1)OCC31CCN(CC1)CC1=CC(=CC=C1)C=1C=NN(C1)C)F)=O)=O tert-butyl (S)-5-amino-4-(5-fluoro-1'-(3-(1-methyl-1H-pyrazol-4-yl)benzyl)-6-oxo-6,8-dihydro-2H,7H-spiro[furo[2,3-e]isoindole-3,4'-piperidin]-7-yl)-5-oxopentanoate